CC=1C(=NC=CC1)C1=CN=C(O1)NC1=NC=CC(=C1)C 5-(3-methylpyridin-2-yl)-N-(4-methylpyridin-2-yl)oxazol-2-amine